(2R,3R,11bR)-3-(tert-butoxy)-9-((S)-1-cyclobutylethoxy)-10-methoxy-1,3,4,6,7,11b-hexahydro-2H-pyrido[2,1-a]isoquinolin-2-ol C(C)(C)(C)O[C@H]1[C@@H](C[C@H]2N(CCC3=CC(=C(C=C23)OC)O[C@@H](C)C2CCC2)C1)O